COC=1C=C2C(=CC=NC2=CC1OC)OC1=C(C=C(C=C1)N1C(N(CC1=O)C1=CC(=CC=C1)C(F)(F)F)=O)C(C)C 3-{4-[(6,7-dimethoxy-4-quinolinyl)oxy]-3-isopropylphenyl}-1-[3-(trifluoromethyl)phenyl]-2,4-imidazolidinedione